O=C1OCC2=CC(=CC=C12)O[C@@H]1CN(C[C@@H]2C[C@H]12)C(=O)OC(C)(C)C |r| rac-tert-butyl (1R,5S,6S)-5-((1-oxo-1,3-dihydroisobenzofuran-5-yl)oxy)-3-azabicyclo[4.1.0]heptane-3-carboxylate